O1CC(C2=C1C=CC=C2)C(=O)O 2,3-dihydrobenzofuran-3-carboxylic acid